CN(C1CCC2(CCN(CC2)C(CCS(=O)(=O)N)=O)CC1)C=1C2=C(N=CN1)NC=C2 3-(9-(Methyl(7H-pyrrolo[2,3-d]pyrimidin-4-yl)amino)-3-azaspiro[5.5]undecan-3-yl)-3-oxopropan-1-sulfonamid